[N+](=O)([O-])N[C@@H](CCSC)C(=O)O nitromethionine